BrC1=CC(=C(C=O)C=C1C)F 4-bromo-2-fluoro-5-methyl-benzaldehyde